methyl 3-(9-((4-(aminomethyl)-2,6-dimethylphenyl)carbamoyl)-4,5-dihydrobenzo[b]thieno[2,3-d]oxepin-8-yl)-6-morpholinopicolinate NCC1=CC(=C(C(=C1)C)NC(=O)C1=CC2=C(OCCC3=C2SC=C3)C=C1C=1C(=NC(=CC1)N1CCOCC1)C(=O)OC)C